(2-(4,4-difluoropiperidin-1-yl)ethyl)glycine FC1(CCN(CC1)CCNCC(=O)O)F